BrC1=C(C=C(C(=O)N2CC=3N(CC2C)C(N(C3C(=O)NCC3=C(C=CC=C3)C3=NC=NC=C3)C3=CC=C(C=C3)OC3CC3)=O)C=C1)C(F)F 7-[4-bromo-3-(difluoro-methyl)benzoyl]-2-[4-(cyclopropoxy)phenyl]-6-methyl-3-oxo-N-[(2-pyrimidin-4-ylphenyl)methyl]-6,8-dihydro-5H-imidazo[1,5-a]pyrazine-1-carboxamide